S(=O)(=O)(O)C(C(=O)OCC)CCCCCCCCCC.[Na] Sodium Ethyl 2-Sulfolaurate